FC=1C=C(C=C(C1C)NC(=O)C=1C=NN2C1C=C(C=C2)C)C2=NOC(=N2)C2CN(C2)C(=O)OC methyl 3-(3-(3-fluoro-4-methyl-5-(5-methylpyrazolo[1,5-a]pyridine-3-carboxamido)phenyl)-1,2,4-oxadiazol-5-yl)azetidine-1-carboxylate